normal propyltetramethylcyclopentadienyl-europium C(CC)[Eu]C1C(=C(C(=C1C)C)C)C